ClC1=C(C(=CC=C1)F)C1=NOC(=C1COCC1(CCN(CC1)C1=CC=C2C(=CN(C2=C1)CC)C(=O)O)F)C1CC1 6-(4-(((3-(2-chloro-6-fluorophenyl)-5-cyclopropylisoxazol-4-yl)methoxy)methyl)-4-fluoropiperidin-1-yl)-1-ethyl-1H-indole-3-carboxylic acid